ethyl 2-(4-((tert-butoxycarbonyl)amino)pyrimidin-2-yl)cyclopropane-1-carboxylate C(C)(C)(C)OC(=O)NC1=NC(=NC=C1)C1C(C1)C(=O)OCC